4-bromo-2-(bromomethyl)-1-chlorobenzene BrC1=CC(=C(C=C1)Cl)CBr